2-(2-oxo-1-pyrrolidinyl)propionamide tert-butyl-5-(3-(aminomethyl)phenyl)-3-((2-(2-ethoxy-2-oxoethyl)phenoxy)methyl)-1H-indole-1-carboxylate C(C)(C)(C)OC(=O)N1C=C(C2=CC(=CC=C12)C1=CC(=CC=C1)CN)COC1=C(C=CC=C1)CC(=O)OCC.O=C1N(CCC1)C(C(=O)N)C